C(C)(C)OC[C@@H]1COCCN1C[C@@H]1NC[C@H](N(C1)C(=O)OC(C)(C)C)C tert-butyl (2R,5S)-5-(((S)-3-(isopropoxymethyl) morpholino) methyl)-2-methylpiperazine-1-carboxylate